[NH2+]1C[C@H](CC1)O (3S)-pyrrolidin-1-ium-3-ol